benzol C1=CC=CC=C1